2,2,4-trimethylbicyclo[2.2.1]heptan-3-one CC1(C2CCC(C1=O)(C2)C)C